tert-butyl (S)-2-((diphenylmethylene)amino)-2-((S)-3-oxocyclohexyl)acetate C1(=CC=CC=C1)C(C1=CC=CC=C1)=N[C@H](C(=O)OC(C)(C)C)[C@@H]1CC(CCC1)=O